(S)-2-(3,4-dihydroquinolin-1(2H)-yl)-N-(5-methylisoxazol-3-yl)propenamide N1(CCCC2=CC=CC=C12)C(C(=O)NC1=NOC(=C1)C)=C